O=C([C@H](O)[C@@H](O)[C@@H](O)[C@H](O)C(=O)O)O.N1C[C@H](CC1)/C=C/C=1C=NC=NC1.N1C[C@H](CC1)/C=C/C=1C=NC=NC1 (R)-5-((E)-2-pyrrolidin-3-ylvinyl)pyrimidine hemigalactarate salt